3-bromo-1-methyl-N-(2-methyl-1-phenylpropan-2-yl)-1H-pyrrolo[2,3-b]pyridine-5-carboxamide BrC1=CN(C2=NC=C(C=C21)C(=O)NC(CC2=CC=CC=C2)(C)C)C